ammonium allyloxynonyl-phenol C(C=C)OCCCCCCCCCC1=C(C=CC=C1)O.[NH4+]